N-(5-(2-(3,3-dimethylazetidin-1-yl)acetamido)-2-methylpyridin-3-yl)-6-(1-(oxetan-3-yl)-1H-pyrazol-3-yl)-[1,2,3]triazolo[1,5-a]pyridine-3-carboxamide CC1(CN(C1)CC(=O)NC=1C=C(C(=NC1)C)NC(=O)C=1N=NN2C1C=CC(=C2)C2=NN(C=C2)C2COC2)C